OC=1C=C(C=CC1)/C=C/C(=O)C1=CC=C(C=C1)N1CCCCC1 (E)-3-(3-Hydroxyphenyl)-1-(4-piperidin-1-ylphenyl)prop-2-en-1-one